6-acetyl-1,4-benzodioxanone C(C)(=O)C1=CC2=C(OC(CO2)=O)C=C1